4-((S or R)-4-((1R,5S)-3,8-diazabicyclo[3.2.1]oct-3-yl)-6,8-dichloro-2-(3-(dimethylamino)azetidin-1-yl)quinazolin-7-yl)naphthalen-2-ol [C@H]12CN(C[C@H](CC1)N2)C2=NC(=NC1=C(C(=C(C=C21)Cl)C2=CC(=CC1=CC=CC=C21)O)Cl)N2CC(C2)N(C)C